[Si](C1=CC=CC=C1)(C1=CC=CC=C1)(C(C)(C)C)OC1CC(NC1)C#C 4-((tert-butyldiphenylsilyl)oxy)-2-ethynylpyrrolidine